COC=1C=C2C=CNC(C2=CC1[N+](=O)[O-])=O 6-Methoxy-7-nitroisoquinolin-1(2H)-one